NC1=CC(=NC=N1)NC1=C2C(=NC(=C1)N[C@H](C(C)C)C(F)(F)F)N(C=N2)C N7-(6-aminopyrimidin-4-yl)-3-methyl-N5-[(1R)-2-methyl-1-(trifluoromethyl)propyl]imidazo[4,5-b]pyridine-5,7-diamine